(S)-(7-((3-methylpiperidin-1-yl)methyl)-1H-pyrrolo[3,2-b]pyridine-5-carbonyl)lithium C[C@@H]1CN(CCC1)CC1=C2C(=NC(=C1)C(=O)[Li])C=CN2